(5-(4-fluoro-6-((3R,4R)-3-hydroxy-4-methoxypiperidin-1-yl)-1H-benzo[d]imidazol-2-yl)-1H-pyrrol-3-yl)(2-(trifluoromethyl)phenyl)methanone FC1=CC(=CC=2NC(=NC21)C2=CC(=CN2)C(=O)C2=C(C=CC=C2)C(F)(F)F)N2C[C@H]([C@@H](CC2)OC)O